N2-(3-chloro-4-morpholino-phenyl)-N4-(8-methyl-cinnolin-4-yl)-pyrimidine-2,4-diamine ClC=1C=C(C=CC1N1CCOCC1)NC1=NC=CC(=N1)NC1=CN=NC2=C(C=CC=C12)C